C[C@@]1([C@@H]2[C@@H]3C[C@@H]4C[C@@]2(C=CC1=O)[C@H]([C@@]4(O3)C)O)CCC(=O)OC The molecule is a polycyclic cage that is the methyl ester derivative of 14-hydroxyplatensic acid. It is isolated from Streptomyces platensis. It has a role as a metabolite. It is a cyclic ether, a cyclic ketone, a polycyclic cage, a secondary alcohol and a methyl ester. It derives from a 14-hydroxyplatensic acid.